COC1=CC=2C(=NC=CC2)S1 methoxythieno[2,3-b]pyridine